Cl[C@@H](C(=O)OC)C methyl (R)-2-chloropropanoate